C1(=CC=CC=C1)CS(=O)(=O)OC1=C(O[C@@](C1=O)([2H])C1=C(C(=C(C(=C1[2H])[2H])C(F)(F)F)[2H])[2H])N([2H])[2H] (S)-2-(amino-d2)-4-oxo-5-(4-(trifluoromethyl)phenyl-2,3,5,6-d4)-4,5-dihydrofuran-3-yl-5-d phenylmethanesulfonate